2-(6,6-Dimethyl-11-oxo-6,11-dihydro-benzo[b]naphtho[2,3-d]furan-8-yloxy)-N-[2-(2-hydroxy-ethoxy)-ethyl]-acetamide CC1(C2=CC(=CC=C2C(C=2C3=C(OC21)C=CC=C3)=O)OCC(=O)NCCOCCO)C